C(C)(C)(C)C=1C=C(C=C(C1O)C(C)(C)C)CCC(=O)OCCCCCCOC(CCC1=CC(=C(C(=C1)C(C)(C)C)O)C(C)(C)C)=O 1,6-Hexanediol-bis[3-(3,5-di-tertiary butyl-4-hydroxyphenyl) propionate]